2-(THIETAN-3-YLIDENE)ACETALDEHYDE S1CC(C1)=CC=O